N[Ca] amino-calcium